Oxazepin-5(2H)-one C1=CNOC=CC1=O